glycerol tris(ethylacetate) C(C)CC(=O)OCC(OC(CCC)=O)COC(CCC)=O